(9-[(2-cyanophenyl)methyl]-5-carbamoylcarbazol-4-yl)oxyacetic acid C(#N)C1=C(C=CC=C1)CN1C2=CC=CC(=C2C=2C(=CC=CC12)OCC(=O)O)C(N)=O